(+/-)-trans-methyl 3-((2-(5-fluoro-1-tosyl-1H-pyrrolo[2,3-b]pyridin-3-yl)-5-phenyl-5H-pyrrolo[3,2-d]pyrimidin-4-yl)amino)bicyclo[2.2.2]octane-2-carboxylate FC=1C=C2C(=NC1)N(C=C2C=2N=C(C1=C(N2)C=CN1C1=CC=CC=C1)NC1C(C2CCC1CC2)C(=O)OC)S(=O)(=O)C2=CC=C(C)C=C2